FC1=CC=CC(=N1)[C@H](C1CCN(CC1)C(=O)C=1C=CC2=C(NC(CO2)=O)C1)C1=CC=CC=C1 6-[4-[(R)-(6-fluoro-2-pyridyl)-phenyl-methyl]piperidine-1-carbonyl]-4H-1,4-benzoxazin-3-one